N-(3-acetoxyphenyl)maleimide C(C)(=O)OC=1C=C(C=CC1)N1C(C=CC1=O)=O